FC(CC1CN(CC1)CC(=O)NC=1C=C(C(=NC1)C)NC(=O)C=1C=C2C(=NC1)NC(=C2)C=2C=NN(C2)C)F N-(5-(2-(3-(2,2-difluoroethyl)pyrrolidin-1-yl)acetamido)-2-methylpyridin-3-yl)-2-(1-methyl-1H-pyrazol-4-yl)-1H-pyrrolo[2,3-b]pyridine-5-carboxamide